(p-dimethoxy)-phenylsuccinonitrile COC1(CC=C(C=C1)OC)C(C#N)CC#N